CN1CCN(CC1)CCC1(NC(=NC(=N1)NC1=CC=NC=C1)C1=CC=CC=C1)N 2-(2-(4-methylpiperazin-1-yl)ethyl)-6-phenyl-N4-pyridin-4-yl-1,3,5-triazine-2,4-diamine